COC(=O)C1=NC(=C(C=C1[N+](=O)[O-])C(F)F)Cl 6-chloro-5-(difluoromethyl)-3-nitro-pyridine-2-carboxylic acid methyl ester